4-[bis(dimethylamino)methylsilyl]phenyl-1-phenylethylene CN(C)C(N(C)C)[SiH2]C1=CC=C(C=C1)C(=C)C1=CC=CC=C1